C(C)(=O)N1CCC(CC1)C1=C(C=C(C=C1)NC(OCC1=CN=CO1)=O)F oxazol-5-ylmethyl (4-(1-acetylpiperidin-4-yl)-3-fluorophenyl)carbamate